5-(3-(cyclopent-1-en-1-yl)-1H-pyrazol-1-yl)-7-morpholino-2-(pyridin-2-yl)furo[3,2-b]pyridine C1(=CCCC1)C1=NN(C=C1)C1=CC(=C2C(=N1)C=C(O2)C2=NC=CC=C2)N2CCOCC2